CS(=O)(=O)O[C@H]1[C@@H](N(C1)C(C1=CC=CC=C1)C1=CC=CC=C1)C (2S,3R)-1-benzhydryl-2-methylazetidin-3-yl methanesulfonate